FC(OC=1C=C(C=C(C1)F)C1=CC=2N(CC3N(C2N=C1)CCN(C3)CCC(=O)O)S(=O)(=O)C3=CC(=CC=C3)C(F)(F)F)F 3-(3-(3-(difluoromethoxy)-5-fluorophenyl)-5-(3-(trifluoromethyl)phenylsulfonyl)-6a,7,9,10-tetrahydro-5H-pyrazino[1,2-a]pyrido[3,2-e]pyrazin-8(6H)-yl)propionic acid